O=C1N(C=CC=C1)CC1=CC=C(C=C1)CC(=O)O 2-(4-((2-oxopyridin-1(2H)-yl)methyl)phenyl)acetic acid